tert-butyl 4-[(1S)-1-[4-[3-(2,6-dibenzyloxy-3-pyridyl)-5,7-difluoro-1-methyl-indazol-6-yl]-3,6-dihydro-2H-pyridin-1-yl]ethyl]piperidine-1-carboxylate C(C1=CC=CC=C1)OC1=NC(=CC=C1C1=NN(C2=C(C(=C(C=C12)F)C=1CCN(CC1)[C@@H](C)C1CCN(CC1)C(=O)OC(C)(C)C)F)C)OCC1=CC=CC=C1